COC1CN(CC1)CCCOC1=NC=C(C=C1NS(=O)(=O)C)C1=CC=2C3=C(C=NC2C=C1)N(C(C31CCC1)=O)C N-(2-(3-(3-Methoxypyrrolidin-1-yl)propoxy)-5-(3'-methyl-2'-oxo-2',3'-dihydrospiro[cyclobutane-1,1'-pyrrolo[2,3-c]quinolin]-8'-yl)pyridin-3-yl)methanesulfonamide